(3R,6S)-naphthalen-1-ylmethyl 3-benzyl-6-(4-hydroxybenzyl)-8-isopropyl-4,7-dioxohexahydropyrazino[2,1-c][1,2,4]oxadiazine-1(6H)-carboxylate C(C1=CC=CC=C1)[C@@H]1C(N2C(N(O1)C(=O)OCC1=CC=CC3=CC=CC=C13)CN(C([C@@H]2CC2=CC=C(C=C2)O)=O)C(C)C)=O